(2S,4R)-1-[(2S)-2-(4-cyclopropyltriazol-1-yl)-3,3-dimethyl-butanoyl]-N-[1-(2-ethylsulfonylphenyl)-4-piperidyl]-4-hydroxy-pyrrolidine-2-carboxamide C1(CC1)C=1N=NN(C1)[C@H](C(=O)N1[C@@H](C[C@H](C1)O)C(=O)NC1CCN(CC1)C1=C(C=CC=C1)S(=O)(=O)CC)C(C)(C)C